Cl.N1CCC(=CC1)B1OC(C)(C)C(C)(C)O1 1,2,3,6-tetrahydropyridine-4-boronic acid pinacol ester hydrochloride